tris(ethylenediamine) rhodium (III) trichloride [Rh](Cl)(Cl)Cl.C(CN)N.C(CN)N.C(CN)N